3-(3-(Dimethylcarbamoyl)phenyl)-3-(5-(3-(5,6,7,8-tetrahydro-1,8-naphthyridin-2-yl)propyl)-1H-indazol-1-yl)propanoic acid CN(C(=O)C=1C=C(C=CC1)C(CC(=O)O)N1N=CC2=CC(=CC=C12)CCCC1=NC=2NCCCC2C=C1)C